6-[(Z)-2-[2-chloro-3-(methoxymethoxy)phenyl]-1-fluoro-vinyl]-4-methoxy-pyridine-3-carbaldehyde ClC1=C(C=CC=C1OCOC)\C=C(/F)\C1=CC(=C(C=N1)C=O)OC